1,4-bis(5-carboxyl-1H-benzimidazole-2-yl)benzene C(=O)(O)C1=CC2=C(NC(=N2)C2=CC=C(C=C2)C2=NC3=C(N2)C=CC(=C3)C(=O)O)C=C1